[N+](=O)([O-])C1=C(C=CC=C1)C(C)C mononitrocumene